2-[[(1R)-1-(3,6,7-trimethyl-2-morpholino-4-oxo-quinazolin-8-yl)ethyl]amino]benzoic acid CN1C(=NC2=C(C(=C(C=C2C1=O)C)C)[C@@H](C)NC1=C(C(=O)O)C=CC=C1)N1CCOCC1